(S)-N-(7-(3-((1H-indazol-6-yl)amino)-3-oxopropyl)-5-methyl-4-oxo-2,3,4,5-tetrahydrobenzo[b][1,4]oxazepin-3-yl)-1-(2-fluorobenzyl)-1H-1,2,4-triazole-3-carboxamide N1N=CC2=CC=C(C=C12)NC(CCC1=CC2=C(OC[C@@H](C(N2C)=O)NC(=O)C2=NN(C=N2)CC2=C(C=CC=C2)F)C=C1)=O